NC1=C(C=NN1C)C(=O)NCCCC[C@@H](C=1NC(=CN1)C1=CC2=CC=CC=C2C=C1)NC(=O)C1=CN=CS1 (S)-N-(5-(5-amino-1-methyl-1H-pyrazole-4-carboxamido)-1-(5-(naphthalen-2-yl)-1H-imidazol-2-yl)pentyl)thiazole-5-carboxamide